C1(=CC=CC=C1)N1C2=CC=CC=C2C=2C=CC(=CC12)B1OC(C(O1)(C)C)(C)C 9-phenyl-2-(4,4,5,5-tetramethyl-[1,3,2]dioxaborolan-2-yl)-9H-carbazole